ClC=1C=CC2=C(CC3(CC=4N2C(=NN4)C4CCN(CC4)[C@H]4COCC4)OCCO3)C1 8'-Chloro-1'-{1-[(3R)-tetrahydrofuran-3-yl]piperidin-4-yl}-4'H,6'H-spiro[1,3-dioxolan-2,5'-[1,2,4]triazolo[4,3-a][1]benzazepin]